C1(=CC=CC=C1)P([O-])(=O)C(C1=C(C=C(C=C1C)C)C)=O.[Li+].BrC=1C(=NN(C1CC)C)[C@@H](CCN1CCOCC1)O |r| (rac)-1-(4-bromo-5-ethyl-1-methyl-1H-pyrazol-3-yl)-3-(morpholin-4-yl)propan-1-ol lithium phenyl-2,4,6-trimethyl-benzoyl-phosphinate